5-(3-(3-isopropyl-2,4-dioxo-1,2,3,4-tetrahydroquinazolin-7-yl)benzamido)-N-methylpicolinamide C(C)(C)N1C(NC2=CC(=CC=C2C1=O)C=1C=C(C(=O)NC=2C=CC(=NC2)C(=O)NC)C=CC1)=O